(R)-N-(6-cyclopropyl-2,2-dimethyl-2,3-dihydrobenzofuran-5-yl)-5-((5-oxopyrrolidin-3-yl)methyl)pyrazolo[1,5-a]pyrimidine-3-carboxamide C1(CC1)C1=CC2=C(CC(O2)(C)C)C=C1NC(=O)C=1C=NN2C1N=C(C=C2)C[C@H]2CNC(C2)=O